N-cyclopropylpyridine-4-amine C1(CC1)NC1=CC=NC=C1